OCCN1CCN(CC1)CCNC=C1C(CC(CC1=O)C1=NC=CC=C1)=O 2-(((2-(4-(2-hydroxyethyl)piperazin-1-yl)ethyl)amino)methylene)-5-(pyridin-2-yl)cyclohexane-1,3-dione